tert-butyl 1-cyclobutyl-2-[5-ethoxy-4-(ethoxycarbonyl)-1-methyl-6-oxo-1,6-dihydropyrimidin-2-yl]-1H-1,3-benzodiazole-6-carboxylate C1(CCC1)N1C(=NC2=C1C=C(C=C2)C(=O)OC(C)(C)C)C=2N(C(C(=C(N2)C(=O)OCC)OCC)=O)C